N-((5-bromo-2-(trifluoromethyl)pyridin-4-yl)aminothio)benzamide BrC=1C(=CC(=NC1)C(F)(F)F)NSNC(C1=CC=CC=C1)=O